piperidine phosphoramidite P(O)(O)N.N1CCCCC1